C(C1=CC=CC=C1)O[C@@H]1[C@H](NC[C@@H]([C@H]1OCC1=CC=CC=C1)OCC1=CC=CC=C1)CO ((2R,3R,4R,5S)-3,4,5-tris(benzyloxy)piperidin-2-yl)methanol